ClC=1C(=C(C=CC1OCC1CC1)NC=1C2=C(N=CN1)C=CC(=N2)N2C1CNCC2CC1)F N-[3-chloro-4-(cyclopropylmethoxy)-2-fluoro-phenyl]-6-(3,8-diazabicyclo[3.2.1]octan-8-yl)pyrido[3,2-d]pyrimidin-4-amine